[N+](=O)([O-])C1=CC=C(C=C1)OC(=O)C1C(=NN(C1=O)C1=CC(=CC=C1)S(N(C)C)(=O)=O)C 1-(3-(N,N-dimethylsulfamoyl)phenyl)-3-methyl-5-oxo-4,5-dihydro-1H-pyrazole-4-carboxylic acid 4-nitrophenyl ester